O=C1NC(CCC1N1C(C2=CC=C(C=C2C1)NC(=O)C1=CC=C(O[C@H]2C[C@H](C2)NC(OC(C)(C)C)=O)C=C1)=O)=O tert-Butyl (cis-3-(4-((2-(2,6-dioxopiperidin-3-yl)-1-oxoisoindolin-5-yl)carbamoyl)phenoxy)cyclobutyl)carbamate